CC(CC(=O)O[C@H]1[C@H](NC[C@@H]1O)CC1=CC=C(C=C1)OC)C (2R,3S,4S)-4-hydroxy-2-[(4-methoxyphenyl)methyl]pyrrolidin-3-yl 3-methylbutanoate